Pyrazolo[1,5-a]pyridin-7-ylmethanol N1=CC=C2N1C(=CC=C2)CO